O=C1NC(CCC1N1C(N(C2=C1C=CC(=C2)N2CCN(CC2)CC2CCN(CC2)C(=O)OC(C)(C)C)C)=O)=O tert-butyl 4-({4-[1-(2,6-dioxopiperidin-3-yl)-3-methyl-2-oxo-1,3-benzodiazol-5-yl]piperazin-1-yl}methyl)piperidine-1-carboxylate